C(C)C1[C@H](CN2C(CC[C@@H]12)=O)F ethyl-(2r,7as)-2-fluoro-5-oxo-tetrahydro-1H-pyrrolizine